CN(C(CCCCCCCCCCC)=O)C N,N-dimethyldodecanoamide